C1(CCC1)CC=1CCCC2=C(C1C1=CC=C(C=C1)C=C1CN(C1)CCCF)C=CC=C2 8-(Cyclobutylmethyl)-9-(4-((1-(3-fluoropropyl)azetidin-3-yliden)methyl)phenyl)-6,7-dihydro-5H-benzo[7]annulen